(S)-N-((R)-1-cyano-2,2-difluoroethyl)-2-methylpropane-2-sulfinamide C(#N)[C@H](C(F)F)N[S@@](=O)C(C)(C)C